CC1(OCC(O1)CC1CCC(C=2SC(=C(C21)C(=O)N)NC2=C(C=C(C=C2)I)F)=O)C (2,2-dimethyl-1,3-dioxolan-4-yl-methyl)-2-((2-fluoro-4-iodophenyl)amino)-7-oxo-4,5,6,7-tetrahydrobenzo[b]thiophene-3-carboxamide